BrC=1C(=C(C=CC1)C=1OC2=NC=C(C=C2N1)C=O)C 2-(3-bromo-2-methylphenyl)oxazolo[5,4-b]pyridine-6-formaldehyde